C(C)(C)(C)OC(=O)N(CCC1=NC(=CC=C1[N+](=O)[O-])OC)CC1=C(C=CC(=C1)F)NC1=C(C(=O)O)C=C(C(=C1)F)Cl 2-((2-(((tert-Butoxycarbonyl)(2-(6-methoxy-3-nitropyridin-2-yl)ethyl)amino)-methyl)-4-fluorophenyl)amino)-5-chloro-4-fluorobenzoic acid